C(CCC)S(=O)(=O)[O-].[Ca+2].C(CCC)S(=O)(=O)[O-] calcium butylsulfonate